FC1=CC=C(C=C1)C=1C(=CC=NC1C)O 5-(4-fluorophenyl)-4-hydroxy-6-methylpyridine